N1=CC=C(C=C1)C=1C=C(OC2=C(N=NN2)C(=O)O)C=CC1 5-(3-(pyridin-4-yl)phenoxy)-1H-1,2,3-triazole-4-carboxylic acid